FC(C(=O)O)(F)F.N1CCC(CC1)N1C(C=CC=C1)=O 1-(piperidin-4-yl)pyridin-2(1H)-one 2,2,2-trifluoroacetate